tetrahydrofuran-3-yl (2-cyanoethyl) diisopropylphosphoramidite C(C)(C)N(P(OC1COCC1)OCCC#N)C(C)C